{2-[2-(1,3-dioxolan-2-yl)-3-[(4-methoxyphenyl)methoxy]phenyl]-1,3-thiazol-5-yl}acetic acid O1C(OCC1)C1=C(C=CC=C1OCC1=CC=C(C=C1)OC)C=1SC(=CN1)CC(=O)O